2-((1s,4s)-4-((2-((2-(1-(Cyclopropylsulfonyl)-1H-pyrazol-4-yl)pyrimidin-4-yl)amino)-5-(5-((1-methylpiperidin-4-yl)oxy)pyrazin-2-yl)pyridin-4-yl)amino)cyclohexyl)propan-2-ol C1(CC1)S(=O)(=O)N1N=CC(=C1)C1=NC=CC(=N1)NC1=NC=C(C(=C1)NC1CCC(CC1)C(C)(C)O)C1=NC=C(N=C1)OC1CCN(CC1)C